C(CC)N1CCC(CC1)O propyl-piperidin-4-ol